N-((1H-indazol-5-yl)methyl)-3-chloro-6,7-dihydrospiro[cyclopenta[d]pyrazolo[1,5-a]pyrimidine-5,1'-cyclopentane]-8-amine N1N=CC2=CC(=CC=C12)CNC1=C2C(=NC=3N1N=CC3Cl)C3(CCCC3)CC2